2-((3,5-Dichlorophenyl)amino)-7,8-dihydropyrido[4,3-d]pyrimidine-6(5H)-carboxylic acid tert-butyl ester C(C)(C)(C)OC(=O)N1CC2=C(N=C(N=C2)NC2=CC(=CC(=C2)Cl)Cl)CC1